C(C)(=O)C1=NC=C(C(=C1)N1C(C=C(C=C1C)OCC1=CC=C(C=C1)OC)=O)C 2'-acetyl-4-((4-methoxybenzyl)oxy)-5',6-dimethyl-2H-[1,4'-bipyridin]-2-one